tert-Butyl ((5-cyclopropyl-4-vinylisoxazol-3-yl)methyl)carbamate C1(CC1)C1=C(C(=NO1)CNC(OC(C)(C)C)=O)C=C